ClC1=CC=C2C(=CNC2=C1C1=NC(=CC=C1)C)S(=O)(=O)NC1=NC(=C(C(=N1)OC)OC(F)F)OC 6-chloro-N-[5-(difluoromethoxy)-4,6-dimethoxy-pyrimidin-2-yl]-7-(6-methyl-2-pyridinyl)-1H-indole-3-sulfonic acid amide